(2S)-2-[[5-(5-ethyl-1,3,4-oxadiazol-2-yl)-2-(4-methylsulfonyl-anilino)pyrimidin-4-yl]amino]-2-phenyl-ethanol C(C)C1=NN=C(O1)C=1C(=NC(=NC1)NC1=CC=C(C=C1)S(=O)(=O)C)N[C@H](CO)C1=CC=CC=C1